NCC=1C=C(C=CC1)C1=CC(=CC(=C1)N1CCC2(CC1)CCNCC2)COC2=C(C=CC=C2)CC(=O)O 2-(2-((3'-(aminomethyl)-5-(3,9-diazaspiro[5.5]undecan-3-yl)-[1,1'-biphenyl]-3-yl)methoxy)phenyl)acetic acid